CS(=O)(=O)[O-].C(CCCCCCCCC)[NH+]1CCC(CC1)CCC 1-decyl-4-propylpiperidinium methanesulfonate